C(C)OP(=C)(OCC)CC1=NOC(=C1)C(F)(F)F 3-((diethoxy(methylene)-λ5-phosphaneyl)methyl)-5-(trifluoromethyl)isoxazole